NC=1NC(C=2N=CN(C2N1)[C@@H]1O[C@@H]([C@H](C1)O)C([2H])([2H])O[Si](C)(C)C(C)(C)C)=S 2-amino-9-((2R,4S,5R)-5-(((tert-butyldimethylsilyl)oxy)methyl-d2)-4-hydroxytetrahydrofuran-2-yl)-1,9-dihydro-6H-purine-6-thione